CN1[C@H]2CC[C@@H]1[C@H]([C@H](C2)OP(=O)(C3=CC=CC=C3)O)C(=O)OCCCCCC(=O)NCCC(=O)O The molecule is an azabicycloalkane that consists of ecgonine having phenylphosphonyl and alkyl groups attached to the hydroxy and carboxy groups respectively. Used as a transition state analogue of cocaine. It has a role as a hapten. It is an azabicycloalkane, a beta-alanine derivative and an organic phosphonate. It derives from an ecgonine.